6-((2-methoxyethoxy)methyl)quinoline-4-carboxylic acid methyl ester COC(=O)C1=CC=NC2=CC=C(C=C12)COCCOC